COC1CCN(CC1)C(=O)C=1C=CC(=NC1)NC1=C2C(=NC(=C1)OC=1C(=CC(=NC1)C#N)C)N(C=N2)C 5-[7-[[5-(4-methoxypiperidine-1-carbonyl)pyridin-2-yl]amino]-3-methylimidazo[4,5-b]pyridin-5-yl]oxy-4-methylpyridine-2-carbonitrile